S1C(=NC2=C1C=CC=C2)C(=O)NC=2C=CC=C1CCN(CC21)C2=CC=C(C(=N2)NS(=O)(=O)CCCCCC(=O)O)C=2C=NN(C2C)CC2CCCCC2 6-(N-(6-(8-(Benzo[d]thiazol-2-ylformamido)-3,4-dihydroisoquinolin-2(1H)-yl)-3-(1-(cyclohexylmethyl)-5-methyl-1H-pyrazol-4-yl)pyridinyl)aminosulfonyl)hexanoic acid